ClC1=C(C(=O)NC(NC=2C(=NC(=CC2SC)C)C(C)C)=O)C=C(C(=N1)Cl)F 2,6-Dichloro-5-fluoro-N-((2-isopropyl-6-methyl-4-(methylsulfanyl)pyridin-3-yl)carbamoyl)nicotinamide